ClC1=C(C=C(OCC(=O)NC23[C@H](CC(CC2)(CC3)NC(=O)C3OC2=C(NC3)C=CC=C2)O)C=C1)F N-{(3S)-4-[2-(4-chloro-3-fluorophenoxy)acetamido]-3-hydroxybicyclo[2.2.2]octan-1-yl}-3,4-dihydro-2H-1,4-benzoxazine-2-carboxamide